FC1=CC=C(C=C1)C(=O)N1C(C2=C(C(=C1O)O)N(C=N2)O)(O)C (4-fluorophenyl)(4-methyl-1,4,6,7-tetrahydroxy-5H-imidazo[4,5-c]pyridin-5-yl)methanone